COC=1C=C(C=CC1SC)C(C)N[S@@](=O)C(C)(C)C (S)-N-(1-(3-methoxy-4-(methylthio)phenyl)ethyl)-2-methylpropane-2-sulfinamide